N-(3-aminopropyl)-3-((4-bromophenyl)thio)quinoline-2-carboxamide NCCCNC(=O)C1=NC2=CC=CC=C2C=C1SC1=CC=C(C=C1)Br